C(C=C)(=O)O.C(C=C)(=O)O.C(C=C)(=O)O.C(O)C(CCCCC)(CO)CO trimethylolhexane triacrylate